(S)-N-(chroman-4-yl)-2-(1-ethylpiperidin-4-yl)-5-methylbenzo[d]Thiazole-6-Formamide O1CC[C@@H](C2=CC=CC=C12)NC(=O)C1=CC2=C(N=C(S2)C2CCN(CC2)CC)C=C1C